C1(CC1)NC(C(C)OC1=C(C=CC=C1OC)C=O)=O N-CYCLOPROPYL-2-(2-FORMYL-6-METHOXYPHENOXY)PROPANAMIDE